ClC1=C(C=CC(=C1)B1OC(C(O1)(C)C)(C)C)N1C(C(=CC1)C)=O 1-(2-Chloro-4-(4,4,5,5-tetramethyl-1,3,2-dioxaborolan-2-yl)phenyl)-3-methyl-1,5-dihydro-2H-pyrrol-2-one